NC1=CC=C(C=C1)[Si](O[Si](O[Si](C1=CC=C(C=C1)N)(C)C)(C)C)(C)C 1,5-bis(p-aminophenyl)hexamethyltrisiloxane